ethyl 2-{[(tert-butoxy) carbonyl] (methyl) amino}-5-(2,3-dihydroxypropyl)-1,3-thiazole-4-carboxylate C(C)(C)(C)OC(=O)N(C=1SC(=C(N1)C(=O)OCC)CC(CO)O)C